C(C)(=O)C1=C(C(=CN1)C1=CC=CC=C1)C 5-Acetyl-4-methyl-3-phenyl-1H-pyrrol